ClC=1C(=NC(=NC1)NC=1C=C(C2=C(C(OB2O)(C)C)C1)Cl)NC1CCCC1 5-chloro-N2-(7-chloro-1-hydroxy-3,3-dimethyl-2,1-benzoxaborole-5-yl)-N4-cyclopentyl-pyrimidine-2,4-diamine